(2S,4S)-1-(3-(7-fluorobenzofuran-5-yl)-6-(3-methoxypropyl)pyrazin-2-yl)-2-methylpiperidine-4-carboxylic acid FC1=CC(=CC=2C=COC21)C=2C(=NC(=CN2)CCCOC)N2[C@H](C[C@H](CC2)C(=O)O)C